[O-][Mo](=O)(=O)[O-].[Rb+].[Rb+] Rubidium Molybdate